C(C)(C)(C)OC(=O)N1CCOCC(C1)(C)N tert-Butyl-6-amino-6-methyl-1,4-oxazepane-4-carboxylate